6-(5-Chloro-2-pyridinyl)-5H-pyrrolo[3,4-b]pyrazine-5,7(6H)-dione ClC=1C=CC(=NC1)N1C(C2=NC=CN=C2C1=O)=O